C1CCC2=CC(=CC=C12)[C@H]1[C@](C[C@@H]2N1C([C@H](N(C2=O)C)C)=O)(C#N)C |r| Rac-(3r,6s,7s,8as)-6-(2,3-dihydro-1H-inden-5-yl)-2,3,7-trimethyl-1,4-dioxooctahydro-pyrrolo[1,2-a]pyrazine-7-carbonitrile